C(CCCCCCCCCCCCC)O[K] tetradecyl-hydroxyPotassium